NC1=NC=NN2C1=C(C=C2C=2C=C(C(=NC2)OC)C(=O)N[C@@H]2CN(C[C@@H]2F)C(=O)C2CC(C2)(F)F)CN2CC(C2)N 5-{4-Amino-5-[(3-aminoazetidin-1-yl)methyl]pyrrolo[2,1-f][1,2,4]triazin-7-yl}-N-[(3R,4S)-1-(3,3-difluorocyclobutancarbonyl)-4-fluoropyrrolidin-3-yl]-2-methoxypyridin-3-carboxamid